tert-butyl-4-(N-(4-(5-(difluoromethyl)-1,3,4-oxadiazol-2-yl)benzyl)-N-(m-tolyl)sulfamoyl)piperidine C(C)(C)(C)N1CCC(CC1)S(N(C=1C=C(C=CC1)C)CC1=CC=C(C=C1)C=1OC(=NN1)C(F)F)(=O)=O